CC1=CC=C(CNCC2=NC=CC=C2)C=C1 (4-methyl-benzyl)-pyridine-2-ylmethyl-amine